(S)-6-((tert-Butyldimethylsilyl)oxy)-4-(2,7-dichloro-8-fluoropyrido[4,3-d]pyrimidin-4-yl)-1,4-oxazepane [Si](C)(C)(C(C)(C)C)O[C@H]1CN(CCOC1)C=1C2=C(N=C(N1)Cl)C(=C(N=C2)Cl)F